1,5-dihydro-4H-pyrrolo[3,2-c]pyridin-4-one N1C=CC=2C(NC=CC21)=O